C(=CC1=CC=CC=C1)/C(=C/C(=O)O)/C(=O)O Styrene-Maleic Acid